NCCOCCOC(C)O 2-(2-Aminoethoxy)ethoxyethanol